C1=CC(=O)N(C1=O)CCN.Cl 1-(2-Aminoethyl)maleimide hydrochloride